FC=1C=C(C=C2C(C(NC12)=O)(C)C)C=C 7-fluoro-3,3-dimethyl-5-vinylindol-2-one